ditolyl peroxide C=1(C(=CC=CC1)OOC1=C(C=CC=C1)C)C